BrC=1C=C2CCC(CC2=CC1)(CO)NC(=O)[C@H]1N(C[C@@H](C1)O)C([C@H](C(C)(C)C)N1N=NC(=C1)C1CC1)=O (2S,4R)-N-[6-bromo-2-(hydroxymethyl)tetralin-2-yl]-1-[(2S)-2-(4-cyclopropyltriazol-1-yl)-3,3-dimethyl-butanoyl]-4-hydroxy-pyrrolidine-2-carboxamide